4-(4-chlorophenyl)-N-(phenylsulfonyl)piperazine-1-carboxamide ClC1=CC=C(C=C1)N1CCN(CC1)C(=O)NS(=O)(=O)C1=CC=CC=C1